2,6-diiodo-4-nitrophenol IC1=C(C(=CC(=C1)[N+](=O)[O-])I)O